P(=O)(OC)(OC[C@@H](CCCCCCCCCCCCCCCCCC)OCC1=CC(=CC(=C1)C#N)Cl)O methyl ((R)-2-((3-chloro-5-cyanobenzyl)oxy)icosyl) hydrogen phosphate